C(C)(C)(C)OC(=O)N1[C@H]2CO[C@@](C1)(C2)C(=O)O (1R,4R)-5-(tert-butoxycarbonyl)-2-oxa-5-azabicyclo[2.2.1]heptane-1-carboxylic acid